ethyl 6-((3-methyl-1H-pyrazolo[3,4-b]pyridin-5-yl)methyl)-4,5,6,7-tetrahydrothieno[2,3-c]pyridine-3-carboxylate CC1=NNC2=NC=C(C=C21)CN2CC1=C(CC2)C(=CS1)C(=O)OCC